2-benzothiazolyl-3-(4-carboxyl-2-methoxyphenyl)-5-[4-(2-sulfoethylcarbamoyl)phenyl]-2H-tetrazole S1C(=NC2=C1C=CC=C2)N2NC(=NN2C2=C(C=C(C=C2)C(=O)O)OC)C2=CC=C(C=C2)C(NCCS(=O)(=O)O)=O